tert-butyl 2-((3-((1-(7-methoxyquinolin-5-yl)cyclopropyl)carbamoyl)-4-methylphenoxy)methyl)piperidine-1-carboxylate COC1=CC(=C2C=CC=NC2=C1)C1(CC1)NC(=O)C=1C=C(OCC2N(CCCC2)C(=O)OC(C)(C)C)C=CC1C